ClC=1N=C2C(=NC1)NC=C2C=2N=C(C1=C(N2)SC=C1)N[C@@H]1[C@H](C2CCC1CC2)C(=O)OCC (2S,3S)-ethyl 3-((2-(2-chloro-5H-pyrrolo[2,3-b]pyrazin-7-yl) thieno[2,3-d]pyrimidin-4-yl)amino)bicyclo[2.2.2]octane-2-carboxylate